ClC=1C=C2C(=CC(=NC2=CC1)C(F)(F)F)N[C@@H]1C[C@@H](CCC1)NC(=O)C=1C=NN(C1C1CC1)C N-[(1R,3S)-3-{[6-chloro-2-(trifluoromethyl)quinolin-4-yl]amino}cyclohexyl]-5-cyclopropyl-1-methyl-1H-pyrazole-4-carboxamide